C1(CC1)C(=O)N1CCN(CC1)C(=O)C=1C=C(C=CC1F)CC1=NNC(C2=CC=CC=C12)=O 4-[(3-{[4-(cyclopropane-carbonyl)piperazine-1-yl]carbonyl}-4-fluorophenyl)methyl]-2H-phthalazin-1-one